BrC=1C(=NC2=CC=C(C=C2C1)C(F)(F)F)N1CCN(CC1)C(=O)OC(C)(C)C tert-butyl 4-[3-bromo-6-(trifluoromethyl)-2-quinolyl]piperazine-1-carboxylate